1-{2-chloro-4-fluoro-5-[3-methyl-2,6-dioxo-4-(trifluoromethyl)-3,6-dihydropyrimidin-1(2H)-yl]phenoxy}cyclopropanecarboxylic acid 2-methoxy-2-oxoethyl ester COC(COC(=O)C1(CC1)OC1=C(C=C(C(=C1)N1C(N(C(=CC1=O)C(F)(F)F)C)=O)F)Cl)=O